ClC1=CC2=C(C3=C(O2)C=CC=C3N3C2=CC=CC=C2C=2C=CC=CC32)C=C1 9-(7-chloro-1-dibenzofuranyl)-9H-carbazole